N-[4-(4-fluorophenyl)-but-3-yn-1-yl]-4-methylbenzenesulfonamide FC1=CC=C(C=C1)C#CCCNS(=O)(=O)C1=CC=C(C=C1)C